ClC1=CC=C(C(=N1)C(=O)OC)N[C@H](C)C=1C=CC=C2C(N(C(=NC12)C1=CC=CC=C1)C)=O methyl (R)-6-chloro-3-((1-(3-methyl-4-oxo-2-phenyl-3,4-dihydroquinazolin-8-yl)ethyl)amino)picolinate